CC1=CC=C(CN2CCCCC2)C=C1 1-(4-methylbenzyl)piperidin